N1C=C(C2=CC=CC=C12)C[C@@H](C(=O)N1CCOCC1)NS(=O)(=O)C1=CC=C(C=C1)C (S)-N-(3-(1H-indol-3-yl)-1-morpholino-1-oxopropan-2-yl)-4-methylbenzenesulfonamide